ClC1=CC=C(CC=2C=NNC2)C=C1 4-(4-Chlorobenzyl)-1H-pyrazole